(R)-7-(4-(1-(2,2-difluoro-1-(4-fluorophenyl)propyl)-1H-pyrazol-4-yl)pyrimidin-2-yl)-2-(2,5-dimethyl-1H-pyrrol-1-yl)-6-fluoro-[1,2,4]triazolo[1,5-a]pyridine FC([C@@H](C1=CC=C(C=C1)F)N1N=CC(=C1)C1=NC(=NC=C1)C1=CC=2N(C=C1F)N=C(N2)N2C(=CC=C2C)C)(C)F